C1(CC1)C1=C(C=CC=C1)NC1=NC=2C=C(C(=C(C2C=N1)N)F)C1=C(C2=C(OCCN2)N=C1)C N~2~-(2-cyclopropylphenyl)-6-fluoro-7-(8-methyl-2,3-dihydro-1H-pyrido[2,3-b][1,4]oxazin-7-yl)quinazoline-2,5-diamine